ClC=1C(=C(C#N)C(=CC1)N[C@H](C)C=1C=C(C=C2C(C(=C(OC12)C1=CC=CC=C1)C)=O)C)F 3-Chloro-6-[[(1R)-1-(3,6-dimethyl-4-oxo-2-phenyl-chromen-8-yl)ethyl]amino]-2-fluoro-benzonitrile